N[C@]1(CN(CCC1)C1=C(C=C(C=C1)C1=CC(=CC=C1)F)CN1C2=NC=NC(=C2N=C1)N)C(=O)N(C)C (R)-3-amino-1-(3-((6-amino-9H-purin-9-yl)methyl)-3'-fluoro-[1,1'-biphenyl]-4-yl)-N,N-dimethylpiperidine-3-carboxamide